FC1(CCN(CC1)C1=NC(=CC(=C1F)C1=NN=C(O1)C1=C(C=C(C=C1)NS(=O)(=O)CCO)N1CCC2(CC2)CC1)C)F N-(4-(5-(2-(4,4-difluoropiperidin-1-yl)-3-fluoro-6-methylpyridin-4-yl)-1,3,4-oxadiazol-2-yl)-3-(6-azaspiro[2.5]octan-6-yl)phenyl)-2-hydroxyethane-1-sulfonamide